C1NCC[C@@]12OCCN(C2)CC=2C=CC(=NC2)NC2=NC=C(C(=N2)C=2C=C(C1=C(N(C(=N1)C)C(C)C)C2)F)F (R)-N-(5-((6-oxa-2,9-diazaspiro[4.5]decan-9-yl)methyl)pyridin-2-yl)-5-fluoro-4-(4-fluoro-1-isopropyl-2-methyl-1H-benzo[d]imidazol-6-yl)pyrimidin-2-amine